N-[6-[3-(1H-indazol-5-ylamino)indazol-1-yl]-2-pyridinyl]-1H-pyrazole-4-carboxamide N1N=CC2=CC(=CC=C12)NC1=NN(C2=CC=CC=C12)C1=CC=CC(=N1)NC(=O)C=1C=NNC1